2-(pyridine-2-yl)-2H-indazole N1=C(C=CC=C1)N1N=C2C=CC=CC2=C1